C(C(=C)C)(=O)NCCC[N+](CCC(=O)[O-])(C)C 3-((3-methacrylamidopropyl)dimethylammonio)propanoate